C(C1=CC=CC=C1)C(C(C1=CC=CC=C1)CC1=CC=CC=C1)C1=CC=CC=C1 dibenzyl-1,2-diphenylethane